N=C1S(CCCC1)=O imino-thiane 1-oxide